4-(2-methyl-3-methylsulfonylmethoxy-4-methylsulfonylbenzoyl)-1-ethyl-5-hydroxypyrazole CC1=C(C(=O)C=2C=NN(C2O)CC)C=CC(=C1OCS(=O)(=O)C)S(=O)(=O)C